CS(=O)(=O)N[C@@H](C)C1=CC=CC(=N1)CN1N=NC(=C1)C1=CC(=NC(=N1)N)C=1C=C(C#N)C=CC1 m-{6-[1-({6-[(S)-1-(methylsulfonylamino)ethyl]-2-pyridinyl}methyl)-1H-1,2,3-triazol-4-yl]-2-amino-4-pyrimidinyl}benzonitrile